Cl.CN1C(C(CCC1=O)N1C(C2=CC=CC(=C2C1=O)NCCOCCOCCOCCOCCN1CCNCC1)=O)=O 2-(1-methyl-2,6-dioxopiperidin-3-yl)-4-[15-(piperazin-1-yl)-4,7,10,13-tetraoxa-1-azapentadecan-1-yl]-2,3-dihydro-1H-isoindole-1,3-dione hydrochloride